O1CCOC12CCC(CC2)(CO)CO 1,4-dioxaspiro[4.5]decane-8,8-dimethanol